O1C(OCC1)C1=CC(=C(OCC2=C(C=C(C=C2)C(C(=O)[O-])(C)C)C(F)(F)F)C=C1)OC 2-{4-[4-(1,3-dioxolan-2-yl)-2-methoxyphenoxymethyl]-3-(trifluoromethyl) phenyl}-2-methylpropionate